ClC=1C(=C(CSC2=C3CN(C(C3=CC=C2)=O)C2C(NC(CC2)=O)=O)C=CC1CN1CCCCC1)F 3-(4-((3-chloro-2-fluoro-4-(piperidin-1-ylmethyl)benzyl)thio)-1-oxoisoindolin-2-yl)piperidine-2,6-dione